N1N=C(C2=CC=CC=C12)C1=NOC=C1 INDAZOLYL-ISOXAZOL